3,3-dimethyl-8-oxo-12-(2-(3-oxo-[1,2,4]triazolo[4,3-a]pyridin-2(3H)-yl)ethoxy)-2,3,8,13b-tetrahydro-1H-pyrido[2,1-a]pyrrolo[1,2-c]phthalazine-7-carboxylic acid CC1(CCC2N1N1C(C=3C=CC(=CC23)OCCN2N=C3N(C=CC=C3)C2=O)=CC(C(=C1)C(=O)O)=O)C